C1(CC1)N1C=C(C(C2=CC(=C(C=C12)N1CCN(CC1)CC(=C=O)OC[C@@H](CC1=CC=CC=C1)N1C(=C(C(C=C1)=C=O)O)C)F)=C=O)C(=O)O (R)-1-cyclopropyl-6-fluoro-7-(4-(2-(2-(3-hydroxy-2-methyl-4-carbonylpyridin-1-yl)-3-phenylpropoxy)-2-carbonylethyl)piperazin-1-yl)-4-carbonyl-1,4-dihydroquinoline-3-carboxylic acid